C(CCC)C1=CN=C(C(=N1)N1CCC(CC1)C(=O)NS(=O)(=O)C)C1=CC=C(C=C1)OC 1-(6-Butyl-3-(4-Methoxyphenyl)Pyrazin-2-yl)-N-(Methylsulfonyl)Piperidine-4-carboxamide